O1C(=CC=C1)C1=C(C=C(C=C1)C)N1/C(/SCC1=O)=N/C(=O)NC1=C(C=C(C=C1)C1=NN(C=N1)C1=CC=C(C=C1)OC(F)(F)F)C (Z)-1-(3-(2-(furan-2-yl)-5-methylphenyl)-4-oxothiazolidin-2-ylidene)-3-(2-methyl-4-(1-(4-(trifluoromethoxy)phenyl)-1H-1,2,4-triazol-3-yl)phenyl)urea